C1CCC=2N1C1=C(N2)C(=CC=C1)NC(OC(C)(C)C)=O tert-butyl (2,3-dihydro-1H-benzo[d]pyrrolo[1,2-a]imidazol-5-yl)carbamate